ClC=1C=C(CCN2CC3=CC(=CC=C3CC2)NC(C)=O)C=CC1 N-(2-(3-Chlorophenethyl)-1,2,3,4-tetrahydroisoquinolin-7-yl)acetamide